ClC1=CC=C(CN2N=C(C=CC2=O)C=2C=C3CC(NC3=CC2)=O)C=C1 5-(1-(4-chlorobenzyl)-6-oxo-1,6-dihydropyridazin-3-yl)indolin-2-one